indium Arsenide [As]#[In]